C(\C=C\CCCCCCC)=O trans-2-decaenal